C(C1=CC=CC=C1)N1C(CC2CCC=3C(=CN=CC3C21)C=2C=C1CCC(N(C1=CC2)C)=C=O)=O benzyl-6-(1-methyl-2-carbonyl-1,2,3,4-tetrahydroquinolin-6-yl)-1,3,3a,4,5,9b-hexahydro-2H-pyrrolo[3,2-h]isoquinolin-2-one